FC=1C=C(CC2=C(C(C=3C=CC=C(C3C2=O)S(=O)(=O)N)=O)C)C=CC1 7-(3-fluorobenzyl)-6-methyl-5,8-dioxo-5,8-dihydronaphthalene-1-sulfonamide